C(C)OC=1C=C(C=O)C=CC1OOCCC(=C)C 3-ethoxy-4-((3-methylbutan-3-en-1-yloxy)oxy)benzaldehyde